C(C)C1=C(C=C(C(=C1)O)F)C1=CC=C2C(=NNC2=C1)C1=NC2=C(N1)CN(C2)C(=O)N2CCOCC2 (2-(6-(2-ethyl-5-fluoro-4-hydroxyphenyl)-1H-indazol-3-yl)-4,6-dihydropyrrolo[3,4-d]imidazole-5(1H)-yl)(morpholino)methanone